ClC1=NC(=CC(=N1)N1CCC2(CCCC(N2C2=CC(=C(C=C2)F)F)=O)CC1)N1N=CC(=C1)C(F)(F)F 9-(2-chloro-6-(4-(trifluoromethyl)-1H-pyrazol-1-yl)pyrimidin-4-yl)-1-(3,4-difluorophenyl)-1,9-diazaspiro[5.5]undecan-2-one